6-Bromo-4-(6-fluoropyridin-3-yl)pyrazolo[1,5-a]pyridine-3-carbonitrile BrC=1C=C(C=2N(C1)N=CC2C#N)C=2C=NC(=CC2)F